OCCCCCCCCCCCCCCCO 15-hydroxypentadecanol